[5-[5-[(1R)-1-(3,5-dichloro-4-pyridinyl)ethoxy]-1H-indazol-3-yl]pyrimidin-2-yl]-N,N-dimethyl-piperazine-1-carboxamide ClC=1C=NC=C(C1[C@@H](C)OC=1C=C2C(=NNC2=CC1)C=1C=NC(=NC1)C1N(CCNC1)C(=O)N(C)C)Cl